O-acetyl-homoserineO-ACETYL-SERINE C(C)(=O)OCC[C@H](NN([C@@H](CO)C(=O)O)C(C)=O)C(=O)O